benzyl 3-(4-fluorobenzyl)-2-chloro-4-oxo-3,5,7,8-tetrahydropyrido[4,3-d]pyrimidine-6(4H)-carboxylate FC1=CC=C(CN2C(=NC3=C(C2=O)CN(CC3)C(=O)OCC3=CC=CC=C3)Cl)C=C1